ClC1=C(C(=O)N2COC3=C(C2)C=CC=C3C3=CC(=C(C(=O)O)C=C3F)N3C2COCC3CC2)C(=CC(=C1)OCC)Cl 4-[3-(2,6-Dichloro-4-ethoxybenzoyl)-2,4-dihydro-1,3-benzoxazin-8-yl]-5-fluoro-2-(3-oxa-8-azabicyclo[3.2.1]octan-8-yl)benzoic acid